methyl 2-(7-chloroimidazo[1,5-a]pyridin-1-yl)-2-hydroxyacetate ClC1=CC=2N(C=C1)C=NC2C(C(=O)OC)O